5-(4-Ethoxycarbonyl-3-morpholin-4-ylphenyl)-1,4-dihydro-phthalazine-2,3-dicarboxylic acid di-tert-butyl ester C(C)(C)(C)OC(=O)N1CC2=CC=CC(=C2CN1C(=O)OC(C)(C)C)C1=CC(=C(C=C1)C(=O)OCC)N1CCOCC1